ClC=1C=C(C(=O)NC(C)C2=NC=CN=C2C2=NC=C(C=N2)OCC(F)(F)F)C=C(C1)C(F)(F)F 3-chloro-N-[1-[3-[5-(2,2,2-trifluoroethoxy)pyrimidin-2-yl]pyrazin-2-yl]ethyl]-5-(trifluoromethyl)benzamide